C(C)S(=O)(=O)C=1C(=NC=C(C1)C1=CC=C(C=C1)F)C1=NC=2N(C=C1)N=C(N2)C(F)(F)F 5-(3-(ethylsulfonyl)-5-(4-fluorophenyl)pyridin-2-yl)-2-(trifluoromethyl)-[1,2,4]triazolo[1,5-a]pyrimidine